1-(2',3',5'-triacetyl-β-d-ribofuranosyl)-1,4-dihydronicotinic acid C(C)(=O)[C@@]1([C@@H](O[C@@H]([C@]1(O)C(C)=O)C(O)C(C)=O)N1C=C(C(=O)O)CC=C1)O